Dioxetan O1OCC1